CN1CCN(CC1)C=1C=CC(=C(C1)NC1=NC=CC(=N1)O)OC(F)(F)F ((5-(4-methylpiperazin-1-yl)-2-(trifluoromethoxy)phenyl)amino)pyrimidin-4-ol